7-(4-hydroxy-3,5-diiodophenyl)-8,9,10,11-tetrahydro-3H-pyrazolo[4,3-a]phenanthridine-1-carbonitrile OC1=C(C=C(C=C1I)C1=NC2=CC=C3C(=C2C=2CCCCC12)C(=NN3)C#N)I